2,4-dinitrophenylmorpholine-4-carboxylate [N+](=O)([O-])C1=C(C=CC(=C1)[N+](=O)[O-])OC(=O)N1CCOCC1